((4-fluorobenzoyl)oxy)(6-fluoropyridine-3-carboxamide) FC1=CC=C(C(=O)OC2=NC(=CC=C2C(=O)N)F)C=C1